2-bromo-N-(5-chloro-6-(4-hydroxyphenoxy)pyrimidin-4-yl)benzamide BrC1=C(C(=O)NC2=NC=NC(=C2Cl)OC2=CC=C(C=C2)O)C=CC=C1